BrC1=NC(=C(C(=C1N)Cl)C)Br 2,6-dibromo-4-chloro-5-methylpyridin-3-amine